(E)-5-(4-(3-(6,7-dimethoxy-3,4-dihydroisoquinolin-2(1H)-yl)-3-oxoprop-1-en-1-yl)phenoxy)-N-hydroxypentanamide COC=1C=C2CCN(CC2=CC1OC)C(/C=C/C1=CC=C(OCCCCC(=O)NO)C=C1)=O